FC=1C(=C(C=CC1)C1OCCO1)C(C)F 2-(3-fluoro-2-(1-fluoroethyl)phenyl)-1,3-dioxolane